S1C(=CC=C1)C1=CC=C(C2=NSN=C21)C=2SC=CC2 4,7-di(thiophen-2-yl)benzo[c][1,2,5]thiadiazole